chlorobenzyl (4-((1-(N,N-dimethylsulfamoyl)piperidin-4-yl)methyl)phenyl)carbamate CN(S(=O)(=O)N1CCC(CC1)CC1=CC=C(C=C1)NC(OC(C1=CC=CC=C1)Cl)=O)C